C(CCOCCOCCOCCOCCNCCC)(=O)O 4,7,10,13-tetraoxa-16-azanonadecanoic acid